C(C)(C)C=1C=CC(=C(C1)C(C(=O)O)N1C[C@@H](CC1)N(CCCCCC1=NC=2NCCCC2C=C1)C)OC 2-(5-isopropyl-2-methoxyphenyl)-2-((R)-3-(methyl(5-(5,6,7,8-tetrahydro-1,8-naphthyridin-2-yl)pentyl)amino)pyrrolidin-1-yl)acetic acid